C(C1=CC=CC=C1)N1CC=2C=CC(NC2CC1)=O 6-benzyl-5,6,7,8-tetrahydro-[1,6]naphthyridin-2(1H)-one